1-(2-pyridinyl)-8-methoxy-6-fluoro-1,4-dihydro-7-(3-hydroxypyrrolidinyl)-4-oxo-3-quinolinecarboxylic acid N1=C(C=CC=C1)N1C=C(C(C2=CC(=C(C(=C12)OC)N1CC(CC1)O)F)=O)C(=O)O